5-((2,4-Dimethoxybenzyl)amino)-4-nitrothiophene-2-carboxylic acid ethyl ester C(C)OC(=O)C=1SC(=C(C1)[N+](=O)[O-])NCC1=C(C=C(C=C1)OC)OC